OC1=C(C=CC2=CC=CC=C12)C=1NC=CN1 2-(1-hydroxynaphthalen-2-yl)imidazole